N-(2-(dimethylamino)ethyl)-1-isobutyl-5-(4-methoxyphenoxy)-1H-indazole-6-carboxamide CN(CCNC(=O)C1=C(C=C2C=NN(C2=C1)CC(C)C)OC1=CC=C(C=C1)OC)C